COC1=NC=CC2=CC(=CC=C12)C(=O)N methoxyisoquinoline-6-carboxamide